C1(CC1)OC1=CC(=NC(=N1)C(C)(F)F)NC1=CC(=NC=C1OCC1OCCC1)NC(C)=O N-(4-((6-cyclopropoxy-2-(1,1-difluoroethyl)pyrimidin-4-yl)amino)-5-((tetrahydrofuran-2-yl)methoxy)pyridin-2-yl)acetamide